C12CNCC(CC1)N2CC2=C(C=C(C=C2OC)C=2C(=C(C(N(C2)C)=O)C)C)OC 5-[4-(3,8-diazabicyclo[3.2.1]octan-8-ylmethyl)-3,5-dimethoxy-phenyl]-1,3,4-trimethyl-pyridin-2-one